2-[1-[(3-chlorophenyl)methyl]-5-oxopyrrolidin-2-yl]-N-(dimethylsulfamoyl)acetamide ClC=1C=C(C=CC1)CN1C(CCC1=O)CC(=O)NS(N(C)C)(=O)=O